[Br-].FC(F)(F)[Zn+] trifluoromethyl-zinc bromide